tert-butyl (S)-2-(((S)-1-cyano-2-(2-fluoro-4-(1-oxo-1,2,3,4-tetrahydroisoquinolin-6-yl)phenyl)ethyl)carbamoyl)-1,4-oxazepane-4-carboxylate C(#N)[C@H](CC1=C(C=C(C=C1)C=1C=C2CCNC(C2=CC1)=O)F)NC(=O)[C@H]1OCCCN(C1)C(=O)OC(C)(C)C